COC(=O)C1=CC=C(C=C1)NC1=CC(=C(C=C1)C)C1=NOC(=N1)CC1=CC=CC2=CC=CC=C12 N-(4-methoxycarbonylphenyl)-4-methyl-3-(5-(1-(naphthalen-1-yl)methyl)-1,2,4-oxadiazol-3-yl)aniline